C1(CC1)N1C(N(C=2C(C1=O)=C(N(C(C2C)=O)C)NC2=C(C=C(C=C2)I)F)C=2C=C(C=CC2)NC(C)=O)=O N-[3-[3-cyclopropyl-5-[(2-fluoro-4-iodophenyl)amino]-3,4,6,7-tetrahydro-6,8-dimethyl-2,4,7-trioxopyrido[4,3-d]pyrimidin-1(2H)-yl]phenyl]-acetamide